(R)-4-(7-cyanobenzo[d][1,3]dioxol-4-yl)-5-ethoxy-2,8-dimethyl-1,4-dihydro-1,6-naphthyridine-3-carboxamide C(#N)C1=CC=C(C2=C1OCO2)[C@H]2C(=C(NC1=C(C=NC(=C21)OCC)C)C)C(=O)N